2-((2S)-4-((1S)-4-chloro-2'-((6-hydroxyhexahydroindolizin-8a(1H)-yl)methoxy)-5',8'-dihydro-6'H-spiro[indene-1,7'-quinazolin]-4'-yl)-1-(2-fluoroacryloyl)piperazin-2-yl)acetonitrile ClC1=C2C=C[C@@]3(CCC=4C(=NC(=NC4C3)OCC34CCC(CN4CCC3)O)N3C[C@@H](N(CC3)C(C(=C)F)=O)CC#N)C2=CC=C1